ClC=1C=C2C=C(NC2=CC1CCC1=NOC(=C1)C)CNC(=O)C1(CC1)C N-((5-chloro-6-(2-(5-methylisoxazol-3-yl)ethyl)-1H-indol-2-yl)methyl)-1-methylcyclopropanecarboxamide